ClC1=C2C(=NN(C2=CC=C1)S(=O)(=O)C1=CC=C(C=C1)C(C)(F)F)N1C2C(CC1CC2)F 4-chloro-1-[4-(1,1-difluoroethyl)phenyl]sulfonyl-3-(2-fluoro-7-azabicyclo[2.2.1]heptan-7-yl)indazole